8,8,11-trimethyl-1,10-diazatricyclo[10.5.2.0^{15,18}]nonadeca-12(19),13,15(18),16-tetraen-9-one CC1(CCCCCCN2C=CC=3C=CC(C(NC1=O)C)=CC23)C